FC=1C=CC2=C(S(N=C(O2)C2=CC=CC=C2)(=O)=O)C1 7-fluoro-3-phenylbenzo[e][1,4,3]oxathiazine-1,1-dioxide